ClC1=C(C=CC(=C1)C1=CC=CC=C1)C1=CC=CC=C1 2'-chloro-[1,1':4',1''-terphenyl]